(Z)-N-(4-(1H-tetrazol-5-yl)phenyl)-4-(5-(3-hydroxy-4-methylbenzylidene)-2,4-dioxothiazolidin-3-yl)butanamide N1N=NN=C1C1=CC=C(C=C1)NC(CCCN1C(S\C(\C1=O)=C/C1=CC(=C(C=C1)C)O)=O)=O